BrC1=C(C(=CC2=C1[C@@H]([C@](O2)(C2=CC=CC=C2)CNC)CO)F)Cl ((2S,3R)-4-bromo-5-chloro-6-fluoro-2-((methylamino)methyl)-2-phenyl-2,3-dihydrobenzofuran-3-yl)methanol